CC(CC[C@@H](C(=O)O)NCC1=CC=C2C=CN(C2=C1)C)(C)C (2S)-5,5-dimethyl-2-{[(1-methyl-1H-indol-6-yl)methyl]amino}hexanoic acid